(7R,14R)-1-(difluoromethoxy)-11-((S)-4-hydroxy-3-methylbut-1-yn-1-yl)-6-(methyl-d3)-6,7-dihydro-7,14-methanobenzo[f]benzo[4,5]imidazo[1,2-a][1,4]diazocin-5(14H)-one FC(OC1=CC=CC=2C(N([C@H]3C=4N([C@@H](C21)C3)C3=C(N4)C=CC(=C3)C#C[C@@H](CO)C)C([2H])([2H])[2H])=O)F